Cl.FC(C=1C(=C(C=CC1)[C@@H](C)NC=1C2=C(N=C(N1)C)CNC2)F)F (R)-N-(1-(3-(difluoromethyl)-2-fluorophenyl)ethyl)-2-methyl-6,7-dihydro-5H-pyrrolo[3,4-d]pyrimidin-4-amine hydrochloride